glycyl-N-methylglycine NCC(=O)N(CC(=O)O)C